N-propyl-perfluorohexyl-sulfonamide tert-butyl-(2-chloro-4-fluoro-3-iodophenyl)((3-((difluoromethoxy)-methyl)azetidin-1-yl)sulfonyl)carbamate C(C)(C)(C)C1N(CC1COC(F)F)S(=O)(=O)N(C(O)=O)C1=C(C(=C(C=C1)F)I)Cl.C(CC)NS(=O)(=O)C(C(C(C(C(C(F)(F)F)(F)F)(F)F)(F)F)(F)F)(F)F